tripropylene glycol mono-benzyl ether C(C1=CC=CC=C1)OC(C)COC(C)COC(C)CO